methyl (Z)-3-(3-(3-acetoxyprop-1-en-1-yl)phenyl)-2-fluoropropanoate C(C)(=O)OC\C=C/C=1C=C(C=CC1)CC(C(=O)OC)F